2-(1-cyclopropyl-4-(4-fluorophenyl)-1H-imidazol-5-yl)-N-(5-(6-methyl-3,6-diazabicyclo[3.1.1]heptan-3-yl)pyridin-2-yl)thiazole-4-carboxamide C1(CC1)N1C=NC(=C1C=1SC=C(N1)C(=O)NC1=NC=C(C=C1)N1CC2N(C(C1)C2)C)C2=CC=C(C=C2)F